FC=1C=C(CNC(CCCCC=CC(C)C)=O)C=C(C1O)OC N-(3-fluoro-4-hydroxy-5-methoxybenzyl)-8-methyl-6-nonenamide